2-(4-Chloro-3-fluorophenoxy)-N-[(3S,6R)-6-[7-(trifluoromethyl)imidazo[1,2-a]pyridin-2-yl]-3-piperidyl]acetamid ClC1=C(C=C(OCC(=O)N[C@@H]2CN[C@H](CC2)C=2N=C3N(C=CC(=C3)C(F)(F)F)C2)C=C1)F